FC=1C=C(C=CC1OC)C1=NN2C(CN(CC2)C(C=C)=O)=C1C1=C2C(=NC=C1)NC=C2C 1-[2-(3-fluoro-4-methoxyphenyl)-3-(3-methyl-1H-pyrrolo[2,3-b]pyridin-4-yl)-6,7-dihydropyrazolo[1,5-a]pyrazin-5(4H)-yl]prop-2-en-1-one